3-[5-(difluoromethoxy)-2-fluoro-phenyl]-1-isopropyl-N-(3-methyl-1,1-dioxo-thietan-3-yl)-2-oxo-imidazo[4,5-b]pyridine-6-carboxamide FC(OC=1C=CC(=C(C1)N1C(N(C=2C1=NC=C(C2)C(=O)NC2(CS(C2)(=O)=O)C)C(C)C)=O)F)F